5-iodo-2'-deoxy-2'-fluorouridine IC=1C(NC(N([C@H]2[C@@H]([C@H](O)[C@@H](CO)O2)F)C1)=O)=O